CC(CO)C(=O)SCCNC(=O)CCNC(=O)[C@@H](C(C)(C)COP(=O)([O-])OP(=O)([O-])OC[C@@H]1[C@H]([C@H]([C@@H](O1)N2C=NC3=C(N=CN=C32)N)O)OP(=O)([O-])[O-])O The molecule is tetraanion of 3-hydroxy-2-methylpropanoyl-CoA arising from deprotonation of phosphate and diphosphate functions. It has a role as a human metabolite. It is a conjugate base of a 3-hydroxy-2-methylpropanoyl-CoA.